ClC1=C(C=CC=C1)C=1C(=NN2C1C=CC(=C2)C)C(=O)OC methyl 3-(2-chlorophenyl)-6-methyl-pyrazolo[1,5-a]pyridine-2-carboxylate